CN1N=CC2=NC(=CC(=C21)C2(CC2)C#N)N2[C@@H](COCC2)C (R)-1-(1-methyl-5-(3-methylmorpholinyl)-1H-pyrazolo[4,3-b]pyridin-7-yl)cyclopropanecarbonitrile